7-Oxa-2-aza-spiro[4.5]decane-2-carboxylic acid (4-methoxy-7-morpholin-4-yl-thiazolo[4,5-c]pyridin-2-yl)-amide COC1=NC=C(C2=C1N=C(S2)NC(=O)N2CC1(CC2)COCCC1)N1CCOCC1